3-(6-((1-(1-((1-methylcyclobutyl)methyl)piperidin-4-yl)-1H-pyrazol-4-yl)methyl)-2-oxobenzo[cd]indol-1(2H)-yl)piperidine-2,6-dione CC1(CCC1)CN1CCC(CC1)N1N=CC(=C1)CC=1C=2C3=C(C(N(C3=CC1)C1C(NC(CC1)=O)=O)=O)C=CC2